2,2'-(1,3-phenylene)bisoxirane C1(=CC(=CC=C1)C1OC1)C1OC1